O1CC(=CC1)B1OC(C(O1)(C)C)(C)C (2,5-Dihydrofuran-3-yl)-4,4,5,5-tetramethyl-1,3,2-dioxaborolane